4-fluoro-8-nitroquinoline FC1=CC=NC2=C(C=CC=C12)[N+](=O)[O-]